N-iodoproline IN1[C@@H](CCC1)C(=O)O